5-chloro-2-(difluoromethyl)-N-((1r,4r)-4-((3-(3-(1-methyl-1H-pyrazol-4-yl)phenyl)-2-oxo-2,3-dihydro-1H-benzo[d]imidazol-1-yl)methyl)cyclohexyl)nicotinamide ClC=1C=NC(=C(C(=O)NC2CCC(CC2)CN2C(N(C3=C2C=CC=C3)C3=CC(=CC=C3)C=3C=NN(C3)C)=O)C1)C(F)F